4-azabicyclo[5.1.0]octane-1-carboxylic acid C12(CCNCCC2C1)C(=O)O